COC1=C(C=C(C=C1)OC)C1=NN=C(O1)CN1CCC2(CC1)OC1=CC=CC=C1C(C2)=O 1'-((5-(2,5-dimethoxyphenyl)-1,3,4-oxadiazol-2-yl)methyl)spiro[chromane-2,4'-piperidin]-4-one